4-((2-(2-((4-(trifluoromethyl)phenyl)amino)pyrimidin-4-yl)phenyl)diazenyl)phenol FC(C1=CC=C(C=C1)NC1=NC=CC(=N1)C1=C(C=CC=C1)N=NC1=CC=C(C=C1)O)(F)F